ClC1=CC2=C(N(C(C3=C(N2CCCCN(C(=O)OC(C)(C)C)C(=O)OC(C)(C)C)C=CC=C3)=O)CCOC3OCCCC3)C=C1 di-tert-Butyl {4-[7-chloro-10-[2-(tetrahydro-2H-pyran-2-yloxy)ethyl]-11-oxo-10,11-dihydro-5H-dibenzo[b,e][1,4]diazepin-5-yl]butyl}imidodicarbonate